3-chloro-N-(5-(2-(cyclopropylamino)-2-oxoethoxy)-3,4,6-trimethylpyridin-2-yl)-6-fluorobenzo[b]thiophene-2-carboxamide ClC=1C2=C(SC1C(=O)NC1=NC(=C(C(=C1C)C)OCC(=O)NC1CC1)C)C=C(C=C2)F